C1(CC1)C1=CNC=2N=C(N=C(C21)N[C@H]2CNCC[C@H]2F)NC=2C=NN(C2)C2CCN(CC2)C 5-cyclopropyl-N4-((3S,4R)-4-fluoropiperidin-3-yl)-N2-(1-(1-methylpiperidin-4-yl)-1H-pyrazol-4-yl)-7H-pyrrolo[2,3-d]pyrimidine-2,4-diamine